FC1=C2C=CNC2=CC(=C1OC=1C=CC(=C(C1)C=1OC=C(N1)[C@@]1(COC2=C1C=CC=C2CC(=O)OCC)C)F)F ethyl 2-[(3R)-3-[2-[5-[(4,6-difluoro-1H-indol-5-yl)oxy]-2-fluoro-phenyl]oxazol-4-yl]-3-methyl-2H-benzofuran-7-yl]acetate